(R)-2-Oxoisovalerate O=C(C(=O)[O-])C(C)C